N1(CCCCC1)C(=O)OOCCCC1=CC=CC=2N(C(N(C21)C)=O)C2C(NC(CC2)=O)=O 3-[1-(2,6-dioxo-3-piperidyl)-3-methyl-2-oxo-benzimidazol-4-yl]propoxyl piperidine-1-carboxylate